(S)-methyl pyrrolidine-3-carboxylate N1C[C@H](CC1)C(=O)OC